((benzyloxy)carbonyl)-N2-palmitoyl-L-lysyl-L-alanyl-L-alanine C(C1=CC=CC=C1)OC(=O)N([C@@H](CCCCN)C(=O)N[C@@H](C)C(=O)N[C@@H](C)C(=O)O)C(CCCCCCCCCCCCCCC)=O